3-((2-chloro-7-methyl-6,7,8,9-tetrahydro-5H-pyrimido[4,5-d]azepin-4-yl)oxy)-10-methyl-9,10,11,12-tetrahydro-8H-[1,4]diazepino[5',6':4,5]thieno[3,2-f]quinoxalin-8-one ClC=1N=C(C2=C(CCN(CC2)C)N1)OC1=NC=2C=CC3=C(C2N=C1)C1=C(S3)C(NC(CN1)C)=O